2-(amino(4-nitrophenyl)methylene)malononitrile NC(=C(C#N)C#N)C1=CC=C(C=C1)[N+](=O)[O-]